3-(acryloxy)propylmethyldimethoxysilane C(C=C)(=O)OCCC[Si](OC)(OC)C